N1(C=NC=C1)CC1=CC(=C2CCN(C(C2=C1)=O)C1=CC=NC2=C(C=C(C=C12)CC)NC(OC(C)(C)C)=O)C=1C(=NN(C1)C)C(F)(F)F tert-butyl (4-(7-((1H-imidazol-1-yl)methyl)-5-(1-methyl-3-(trifluoromethyl)-1H-pyrazol-4-yl)-1-oxo-3,4-dihydroisoquinolin-2(1H)-yl)-6-ethylquinolin-8-yl)carbamate